(2S)-N,N-dimethyl-5-(1,3,5-trimethyl-pyrazol-4-yl)-1,2,3,4-tetrahydronaphthalen-2-amine CN([C@@H]1CC2=CC=CC(=C2CC1)C=1C(=NN(C1C)C)C)C